C(C1=CC=CC=C1)OC([C@H](CC1=NC(=NO1)C1=CC=C(C=C1)O[C@@H](CC1=CC=CC=C1)C)NC(=O)OC(C)(C)C)=O.ClC1=CC(=C(C=C1Cl)C1=CC(=NC=C1)C(=O)N)OC 4-(4,5-dichloro-2-methoxyphenyl)pyridine-2-carboxamide benzyl-(S)-2-((tert-butoxycarbonyl)amino)-3-(3-(4-(((R)-1-phenylpropan-2-yl)oxy)phenyl)-1,2,4-oxadiazol-5-yl)propanoate